3-(2,2-dimethylpropyl)-10-methoxy-1H,2H,3H,4H,6H,7H,11bH-pyrido[2,1-a]isoquinoline-2,9-diol CC(CC1C(CC2N(CCC3=CC(=C(C=C23)OC)O)C1)O)(C)C